monophenyl-tin C1(=CC=CC=C1)[Sn]